CC=1N=C(SC1)C1=NC(=CC(=N1)NC1C(CCCC1)=O)N1CCOCC1 2-((2-(4-methylthiazol-2-yl)-6-morpholinopyrimidin-4-yl)amino)cyclohexan-1-one